C(C1=CC=CC=C1)OC1=C(C=C(C=C1Cl)B(O)O)Cl (4-(benzyloxy)-3,5-dichlorophenyl)boronic acid